N1=C(C=CC(=C1)C=1C=C(C=C(C=O)C1)C=O)C1=NC=C(C=C1)C=1C=C(C=C(C=O)C1)C=O 5,5'-([2,2'-bipyridyl]-5,5'-diyl)diisophthalaldehyde